(2S,4R)-N-[3-(3-cyanophenyl)cyclobutyl]-1-[(2S)-2-(4-cyclopropyltriazol-1-yl)-3,3-dimethyl-butanoyl]-4-hydroxy-pyrrolidine-2-carboxamide C(#N)C=1C=C(C=CC1)C1CC(C1)NC(=O)[C@H]1N(C[C@@H](C1)O)C([C@H](C(C)(C)C)N1N=NC(=C1)C1CC1)=O